methyl 2-(3-cyanophenyl)imidazo[1,2-b]pyridazine-6-carboxylate C(#N)C=1C=C(C=CC1)C=1N=C2N(N=C(C=C2)C(=O)OC)C1